N1=CN=C(C2=C1NC=C2)N2CCN(CC2)CC(=O)NC2=CC=C(C=C2)S(NC)(=O)=O 2-(4-(7H-pyrrolo[2,3-d]pyrimidin-4-yl)piperazin-1-yl)-N-(4-(N-methylsulfamoyl)phenyl)acetamide